CC/C=C\\C/C=C\\C/C=C\\C/C=C\\CCCCCCC(=O)O The molecule is an icosatetraenoic acid having four cis double bonds at positions 8, 11, 14 and 17. It has a role as a fungal metabolite. It is an icosatetraenoic acid and an omega-3 fatty acid. It is a conjugate acid of an all-cis-8,11,14,17-icosatetraenoate.